N1=C(C=CC2=NC=CC=C12)C1=NNC2=C(C=CC=C12)CNC(C)C N-((3-(1,5-naphthyridin-2-yl)-1H-indazol-7-yl)methyl)propan-2-amine